O1CC=C2C=CC=C3C=NC=CC1=C32 isochromeno[8,1-cd]azepine